ClC=1C(=NC=C(C(=O)NCC2=C3N(N=C2)C=CN3C)C1)OC(F)F 5-chloro-6-(difluoromethoxy)-N-((1-methyl-1H-imidazo[1,2-b]pyrazol-7-yl)methyl)nicotinamide